rac-(1S,2S)-6'-chloro-2',3'-dihydrospiro[cyclopropane-1,1'-indene]-2-carboxamide ClC1=CC=C2CC[C@@]3(C2=C1)[C@H](C3)C(=O)N |r|